3-(5-methoxy-2-methyl-4-nitrophenyl)-3,9-diazaspiro[5.5]undecane trifluoroacetate FC(C(=O)O)(F)F.COC=1C(=CC(=C(C1)N1CCC2(CC1)CCNCC2)C)[N+](=O)[O-]